3-Amino-3-({1-[(2,2,4,4-tetramethyl-1,1-dioxo-1lambda6-thietan-3-yl)carbamoyl]ethyl}carbamoyl)propanoic acid NC(CC(=O)O)C(NC(C)C(NC1C(S(C1(C)C)(=O)=O)(C)C)=O)=O